(E)-1-(2,4-Dihydroxyphenyl)-3-[4-(3,4,5,6-tetrahydroxyoxan-2-yl)oxyphenyl]prop-2-en-1-one OC1=C(C=CC(=C1)O)C(\C=C\C1=CC=C(C=C1)OC1OC(C(C(C1O)O)O)O)=O